(4-{[2-(4-chlorophenyl)imidazo[1,2-a]pyridine-3-yl]methyl}piperazin-1-yl)(3-methoxyphenyl)methanone ClC1=CC=C(C=C1)C=1N=C2N(C=CC=C2)C1CN1CCN(CC1)C(=O)C1=CC(=CC=C1)OC